NC([C@H]([C@@H](C)O)NC(=O)C1=C(OC2=C1C=C(C=C2)OCC2=CC=NN2CC(F)F)C)=O N-((2S,3R)-1-amino-3-hydroxy-1-oxobutan-2-yl)-5-((1-(2,2-difluoroethyl)-1H-pyrazol-5-yl)methoxy)-2-methylbenzofuran-3-carboxamide